3H-benzo[de]isochromene-1,3-dione C1(OC(C2=C3C(C=CC=C13)=CC=C2)=O)=O